N-(3-bromo-5-(3-nitro-4-(1-oxo-1,2,3,4-tetrahydroisoquinolin-6-yl)-1H-pyrazol-1-yl)phenyl)acrylamide BrC=1C=C(C=C(C1)N1N=C(C(=C1)C=1C=C2CCNC(C2=CC1)=O)[N+](=O)[O-])NC(C=C)=O